C(C)(C)(C)OC(=O)N1CCN(CC1)C1=NC=C(C=C1Cl)C.N1=CC=C2N1N=CC=C2 pyrazolo[1,5-b]pyridazine tert-butyl-4-(3-chloro-5-methyl-2-pyridyl)piperazine-1-carboxylate